6-(4-(4-(pyridin-4-yl)benzyl)-4H-thieno[3,2-b]pyrrole-3-carboxamido)spiro[3.3]heptane-2-carboxylic acid N1=CC=C(C=C1)C1=CC=C(CN2C3=C(C=C2)SC=C3C(=O)NC3CC2(CC(C2)C(=O)O)C3)C=C1